2-fluoro-4-((pyrrolidin-1-ylsulfonyl)carbamoyl)benzoic acid FC1=C(C(=O)O)C=CC(=C1)C(NS(=O)(=O)N1CCCC1)=O